FC1=C(OC2CCN(CC2)C=2N=C3C(=NC2C=2C=NN(C2)C)C=NC(=C3)C3OC3(C)C)C=CC(=C1)F 2-(4-(2,4-difluorophenoxy)piperidin-1-yl)-7-(3,3-dimethyloxiran-2-yl)-3-(1-methyl-1H-pyrazol-4-yl)pyrido[3,4-b]pyrazine